3-methyl-5-(N-(2-(4-benzylpiperazin-1-yl)phenyl)-N-phenethylsulfamoyl)benzofuran-2-carboxylic acid ethyl ester C(C)OC(=O)C=1OC2=C(C1C)C=C(C=C2)S(N(CCC2=CC=CC=C2)C2=C(C=CC=C2)N2CCN(CC2)CC2=CC=CC=C2)(=O)=O